methyl 3-((3S,4S)-4-((tert-butoxycarbonyl)amino)-3-methyl-2-oxa-8-azaspiro[4.5]decan-8-yl)-6-((8-chloro-2-(4-methoxyphenyl)imidazo[1,2-a]pyridin-7-yl)thio)pyrazine-2-carboxylate C(C)(C)(C)OC(=O)N[C@@H]1[C@@H](OCC12CCN(CC2)C=2C(=NC(=CN2)SC2=C(C=1N(C=C2)C=C(N1)C1=CC=C(C=C1)OC)Cl)C(=O)OC)C